CC(C(=O)[O-])(CCCC)C.[Co+2].CC(C(=O)[O-])(CCCC)C cobalt 2,2-dimethylhexanoate